FC(OC1=CC(=C(C(=C1)C(C)C)NC(=O)N=S(=O)(N)C1=CN=C(S1)C(C)(C)O)C(C)C)F N'-(4-(difluoromethoxy)-2,6-diisopropylphenylcarbamoyl)-2-(2-hydroxypropan-2-yl)thiazole-5-sulfonimidamide